4-(difluoromethyl)cyclohexane-1-amine FC(C1CCC(CC1)N)F